methylcyclohexane-1,3-dicarboxamide CC1(CC(CCC1)C(=O)N)C(=O)N